1-({(5s,7s)-3-[(1-cyclohexyl-(cyclohexenyl)-1H-1,2,3-triazol-4-yl)methyl]-2-oxo-1-oxa-3-azaspiro[4.5]decan-7-yl}methyl)-1H-benzimidazole-6-carbonitrile C1(CCCCC1)N1N=NC(=C1C1=CCCCC1)CN1C(O[C@]2(C1)C[C@H](CCC2)CN2C=NC1=C2C=C(C=C1)C#N)=O